6-amino-1-(4-fluorophenyl)-2-oxo-1,2-dihydropyridine-3-carboxylic acid NC1=CC=C(C(N1C1=CC=C(C=C1)F)=O)C(=O)O